C1(CCCCC1)CN1N=CC(=C1C)B1OC(C(O1)(C)C)(C)C 1-(cyclohexylmethyl)-5-methyl-4-(4,4,5,5-tetramethyl-1,3,2-dioxaborolan-2-yl)-1H-pyrazole